5-((S)-2,2-dimethyltetrahydro-2H-pyran-4-yl)-1-((S)-1-(5-carbonyl-4,5-dihydro-1,2,4-oxadiazol-3-yl)spiro[2.2]pentan-1-yl)-1H-indole-2-carboxylic acid CC1(OCC[C@@H](C1)C=1C=C2C=C(N(C2=CC1)[C@]1(CC12CC2)C2=NOC(N2)=C=O)C(=O)O)C